[W].[Cr].[Ti] titanium-chromium-tungsten